ICCC[Si](OCCC)(C)C Iodopropyl-dimethyl-propoxysilane